C(C)(C)(C)OC(=O)N1CCC(CC1)C=1C=CC=C2C=CC(OC12)([2H])C1=C(C=C(C=C1)Cl)F 4-(2-(4-chloro-2-fluorophenyl)-2H-chromen-8-yl-2-d)piperidine-1-carboxylic acid tert-butyl ester